4-(4-((1-methyl-1H-1,2,3-triazol-4-yl)methoxy)phenyl)-N-((1-phenylpyrrolidin-3-yl)methyl)-1H-imidazole-1-carboxamide CN1N=NC(=C1)COC1=CC=C(C=C1)C=1N=CN(C1)C(=O)NCC1CN(CC1)C1=CC=CC=C1